Cl.FC1(CC(C1)N)F 3,3-difluorocyclobutanamine hydrochloride